C1(CC1)COC1=NC=CC=C1C1=CC=C(C=C1)C(CCCC(=O)O)(F)F 5-[4-(2-cyclopropylmethoxy-pyridin-3-yl)-phenyl]-5,5-difluoro-pentanoic acid